4-(bromomethyl)isoindoline-2-carboxylic acid tert-butyl ester C(C)(C)(C)OC(=O)N1CC2=CC=CC(=C2C1)CBr